N1=CC(=CC=C1)C=1S(C2=C(N1)C=CC(=C2)O)=O 3-pyridyl-6-hydroxybenzothiazolone